BrC1=CC2=C(C=C1)C1=CC=CC=C1C21C2=CC=CC=C2OC=2C=CC=CC12 2-bromo-spiro[9H-fluorene-9,9'-[9H]xanthene]